1-(tert-butyl)-N-((5-(7-(((3S,4R)-3-fluoro-1-methylpiperidin-4-yl)amino)-3-(2,2,2-trifluoroethyl)pyrazolo[1,5-a]pyrazin-2-yl)-1,3,4-thiadiazol-2-yl)methyl)-1H-pyrazole-4-carboxamide C(C)(C)(C)N1N=CC(=C1)C(=O)NCC=1SC(=NN1)C1=NN2C(C=NC=C2N[C@H]2[C@H](CN(CC2)C)F)=C1CC(F)(F)F